1-(4-(4-(aminomethyl)-1-oxo-1,2-dihydro-phthalazin-6-yl)-1-methyl-1H-pyrazol-5-yl)-8-fluoro-spiro[benzo[d][1,3]oxazin-4,1'-cyclopentane]-2(1H)-one hydrochloride Cl.NCC1=NNC(C2=CC=C(C=C12)C=1C=NN(C1N1C(OC2(CCCC2)C2=C1C(=CC=C2)F)=O)C)=O